hexahydro-1,3,5-tris(2-hydroxyethyl)triazine C1N(CN(CN1CCO)CCO)CCO